1-(6-methoxy-7-(4-(methoxycarbonyl)benzyl)-7H-purin-2-yl)-1H-pyrazole-4-carboxylic acid tert-butyl ester C(C)(C)(C)OC(=O)C=1C=NN(C1)C1=NC(=C2N(C=NC2=N1)CC1=CC=C(C=C1)C(=O)OC)OC